(1R,2R)-2-(3-Isopropyl-2-(2-methylpyridin-4-yl)-1H-indol-5-yl)-N-(1-isopropylpiperidin-4-yl)cyclopropan-1-carboxamid C(C)(C)C1=C(NC2=CC=C(C=C12)[C@H]1[C@@H](C1)C(=O)NC1CCN(CC1)C(C)C)C1=CC(=NC=C1)C